dimethyl sulfide sulfonium salt [SH3+].CSC